ClC1=C(C(=O)NC=2SC3=C(N2)C(=CC=C3)OC)C(=CC(=C1)N1CCNCC1)Cl 2,6-dichloro-N-(4-methoxybenzo[d]thiazol-2-yl)-4-(piperazin-1-yl)benzamide